C1(CCC1)C1=CC(=NC2=CC=C3C(=C12)C=NN3)C3=CC=C(C(=O)NO)C=C3 4-(9-Cyclobutyl-3H-pyrazolo[4,3-f]quinolin-7-yl)-N-hydroxybenzoamide